N,N'-dimethyl-1,3-bis(acrylamido)-hexane CN(C(C=C)=O)CCC(CCC)N(C(C=C)=O)C